NC1=NC=2C=C(C=CC2C2=C1COC2)F 4-amino-7-fluoro-1,3-dihydrofuro[3,4-c]quinoline